pyridazine-3-carboxamide hydrochloride Cl.N1=NC(=CC=C1)C(=O)N